FC(F)N1N=CC(=C1)N (Difluoromethyl)-1h-pyrazol-4-amine